[N+](=O)([O-])C1=NC=CC(=C1)N1C[C@@H](CCC1)NC(OC(C)(C)C)=O tert-butyl (R)-(1-(2-nitropyridin-4-yl)piperidin-3-yl)carbamate